C(=O)O.ClC=1C=C(C=CC1)[C@@H]1[C@H](C1)C(=O)NC1=NC=CC(=C1)NCC=1N=C2N(C=C(C=C2N(S(=O)(=O)C)C)C2CC2)C1 (1S,2S)-2-(3-chlorophenyl)-N-(4-(((6-cyclopropyl-8-(N-methylmethyl-sulfonamido)imidazo[1,2-a]pyridin-2-yl)methyl)amino)pyridin-2-yl)cyclopropane-1-carboxamide, formic acid salt